5-amino-1,3,3-trimethyl-cyclohexanemethylamine NC1CC(CC(C1)(CN)C)(C)C